IC(CO)=C(I)I 2,3,3-triiodoallyl alcohol